C(C)C=1C(NC2=C(C(=NC=C2C1)C(=O)OC)F)=O methyl 3-ethyl-8-fluoro-2-oxo-1,2-dihydro-1,6-naphthyridine-7-carboxylate